C1(CC1)C1CCC(CC1)C=O (1r,4r)-4-cyclopropylcyclohexanecarbaldehyde